1-(4-chlorophenylhydrazono)-1-(4-chlorophenylamino)-3,3-dimethyl-2-butanone ClC1=CC=C(C=C1)NN=C(C(C(C)(C)C)=O)NC1=CC=C(C=C1)Cl